(1-(3,4-difluorophenyl)cyclopropyl)glycine ethyl ester C(C)OC(CNC1(CC1)C1=CC(=C(C=C1)F)F)=O